rac-(2s,4s)-2-((3r,4r)-4-(4-(tert-butyl)phenyl)-3-methylpiperidin-1-yl)-7-oxa-5-azaspiro[3.4]octane-6-one C(C)(C)(C)C1=CC=C(C=C1)[C@H]1[C@H](CN(CC1)C1CC2(C1)NC(OC2)=O)C